(R)-2-oxo-1-(1-phenylethyl)-1,2-dihydropyridine-3-carboxylic acid methyl ester COC(=O)C=1C(N(C=CC1)[C@H](C)C1=CC=CC=C1)=O